FC=1C=C2N=C(C=3N(C2=CC1C(=O)OC)C=NC3C)O methyl 7-fluoro-4-hydroxy-3-methylimidazolo[1,5-a]quinoxalin-8-carboxylate